FC1=C(C=CC=C1)C1=CNC=2N=CN=C(C21)N2[C@H](CN(CC2)C(=O)OC(C)(C)C)C tert-Butyl (S)-4-(5-(2-fluorophenyl)-7H-pyrrolo[2,3-d]pyrimidin-4-yl)-3-methylpiperazine-1-carboxylate